(R)-3-methyl-4-(3-(methylsulfonyl)-5-(1H-pyrrolo[2,3-b]pyridin-4-yl)-3H-imidazo[4,5-b]pyridin-7-yl)morpholine C[C@H]1N(CCOC1)C1=C2C(=NC(=C1)C1=C3C(=NC=C1)NC=C3)N(C=N2)S(=O)(=O)C